L-α-ethylornithine C(C)[C@](N)(CCCN)C(=O)O